2-hydroxypentanedioic acid OC(C(=O)O)CCC(=O)O